5-((5-iodoindolin-1-yl)methyl)pyrimidine-2,4-diamine IC=1C=C2CCN(C2=CC1)CC=1C(=NC(=NC1)N)N